ethyl 4-bromo-3-iodo-5-(methoxymethyl)-1H-pyrrole-2-carboxylate BrC=1C(=C(NC1COC)C(=O)OCC)I